FC(S(=O)(=O)OC1=CCC(CC1)OC)(F)F 4-methoxycyclohex-1-en-1-yl trifluoro-methanesulfonate